FC=1C(=C(C=CC1F)C1CCN(CC1)C(=O)C=1C2=C(NN1)CN(C2)CC(F)(F)F)C(F)(F)F (4-(3,4-difluoro-2-(trifluoromethyl)phenyl)piperidin-1-yl)(5-(2,2,2-trifluoroethyl)-1,4,5,6-tetrahydropyrrolo[3,4-c]pyrazol-3-yl)methanone